C1(=CC=C(C=C1)CC=1C=C(SC1C)C)C1=CC=CC=C1 4-([1,1'-biphenyl]-4-ylmethyl)-2,5-dimethylthiophene